α-methyl-2,4-dioxo-3(2H)-quinazolineacetamide CC(C(=O)N)N1C(NC2=CC=CC=C2C1=O)=O